C(C\C=C/CCCCCCCC)=NP(=O)(NCCCNCCO)N=CC\C=C/CCCCCCCC Bis((Z)-dodec-3-enyl-1-yl)(3-((2-hydroxyethyl)amino)propyl)phosphoramide